[4-(6-bromopyrrolo[2,1-f][1,2,4]triazin-4-yl)-2-fluoro-phenyl]methanamine BrC=1C=C2C(=NC=NN2C1)C1=CC(=C(C=C1)CN)F